tert-Butyl 5-(thiophene-2-ylsulfonyl)-2,5-diazabicyclo[2.2.2]octane-2-carboxylate S1C(=CC=C1)S(=O)(=O)N1C2CN(C(C1)CC2)C(=O)OC(C)(C)C